1,1-dipropoxy-ethane C(CC)OC(C)OCCC